COC(=O)C1=CC2=C(N=CS2)C(=C1)[C@H]1COCC1 4-[(3S)-oxolan-3-yl]-1,3-benzothiazole-6-carboxylic acid methyl ester